(2S,4R)-4-(2-((1H-indazol-4-yl)amino)-2-oxoethyl)-1-(2-methylbenzofuro[3,2-d]pyrimidin-4-yl)pyrrolidine-2-carboxylic acid N1N=CC2=C(C=CC=C12)NC(C[C@H]1C[C@H](N(C1)C=1C2=C(N=C(N1)C)C1=C(O2)C=CC=C1)C(=O)O)=O